C(C)(C)(C)OC(=O)N1C[C@H](OCC1)C(NCC#C)=O (S)-2-(prop-2-yn-1-ylcarbamoyl)morpholine-4-carboxylic acid tert-butyl ester